C1(CC1)N(C(=O)C=1C(=NN(C1F)C)C(F)F)CC1=C(C=CC(=C1)F)CC N-cyclopropyl-3-(difluoro-methyl)-N-(2-ethyl-5-fluorobenzyl)-5-fluoro-1-methyl-1H-pyrazole-4-carboxamide